COC1=C(C=CC=C1C(OCCC)C(C)(C)C)C=1N=C(SC1)NC(=O)C1=CC(=C(C(=C1)Cl)C=C(C(=O)O)C)Cl 3-[4-[[[4-[2-methoxy-3-(1-tert-butyl-2-oxapentan-1-yl)phenyl]thiazol-2-yl]amino]carbonyl]-2,6-dichlorophenyl]-2-methylpropenoic acid